COCC(C)(C)C1=CC(=NC=C1)N1N=CC(=C1)S(=O)(=O)NC=1C=CC=C2C=NN(C12)C 1-(4-(1-METHOXY-2-METHYLPROPAN-2-YL)PYRIDIN-2-YL)-N-(1-METHYL-1H-INDAZOL-7-YL)-1H-PYRAZOLE-4-SULFONAMIDE